N1CCC(CC1)C1=CC=CC(=N1)OCC1=C(C=C(C=C1)CC)OC(F)(F)F 1-(4-(((6-(piperidin-4-yl)pyridin-2-yl)oxy)methyl)-3-(trifluoromethoxy)phenyl)ethane